isopropyl ((R,S)-(pentafluorophenoxy)-phenoxy-phosphoryl)-L-alaninate FC1=C(C(=C(C(=C1O[P@](=O)(OC1=CC=CC=C1)N[C@@H](C)C(=O)OC(C)C)F)F)F)F